2-chloro-N-(3-ethylpentan-2-yl)furan-3-carboxamide ClC=1OC=CC1C(=O)NC(C)C(CC)CC